C1(CCC1)CN1C(C(=CC(=C1)CN1C[C@H](CCC1)C)C(=O)NC1=CC(=CC=C1)C(CC1=NN=CN1C)(C)C)=O (S)-1-(cyclobutylmethyl)-N-(3-(2-methyl-1-(4-methyl-4H-1,2,4-triazol-3-yl)propan-2-yl)phenyl)-5-((3-methylpiperidin-1-yl)methyl)-2-oxo-1,2-dihydropyridine-3-carboxamide